6,6'-dichloromethyl-2,2'-bipyrazine ClCC1=CN=CC(=N1)C1=NC(=CN=C1)CCl